Fmoc-2,4-Dimethoxy-4'-(carboxymethyloxy)-benzhydrylamin C(=O)(OCC1C2=CC=CC=C2C2=CC=CC=C12)NC(C1=C(C=C(C=C1)OC)OC)C1=CC=C(C=C1)OCC(=O)O